ClC1=C(C=NC2=CC(=C(C=C12)NC(C)=O)OCC)C#N N-(4-chloro-3-cyano-7-ethoxyquinoline-6-yl)acetamide